tert-butyl N-[7-[4-[[2-[(3R,4R)-3-fluoro-4-(prop-2-enoylamino)pyrrolidin-1-yl]-9-methyl-purin-6-yl]amino]-3-methoxy-pyrazol-1-yl]heptyl]carbamate F[C@@H]1CN(C[C@H]1NC(C=C)=O)C1=NC(=C2N=CN(C2=N1)C)NC=1C(=NN(C1)CCCCCCCNC(OC(C)(C)C)=O)OC